FC1=CC=C2CCC(C2=C1)NC(\C=C\C1=CC=C2C=NNC2=C1)=O (E)-N-(6-fluoro-2,3-dihydro-1H-inden-1-yl)-3-(1H-indazol-6-yl)acrylamide